7-methoxy-1,3-dihydrospiro[indene-2,4'-piperidine]-1-amine hydrochloride Cl.COC=1C=CC=C2CC3(CCNCC3)C(C12)N